C1(=CC=CC=C1)C1=NC(=NC(=N1)C1=CC=CC=C1)C1=C(C=C(C(=C1)C)O)O 2-(4,6-diphenyl-1,3,5-triazin-2-yl)-4-methyl-5-hydroxy-phenol